O[C@@H]1C[C@H](CC1)NC1=C(C=C(C=C1)S(=O)(=O)N)S(=O)(=O)C(F)(F)F 4-(((1S,3S)-3-hydroxycyclopentyl)amino)-3-((trifluoromethyl)sulfonyl)benzenesulfonamide